tert-butyl N-[(2R,3R)-5-[(4-chlorophenyl)methyl]-7-[(2,2-dimethylpropanoylamino)carbamoyl]-8-fluoro-2-methyl-4-oxo-2,3-dihydro-1,5-benzothiazepin-3-yl]carbamate ClC1=CC=C(C=C1)CN1C([C@H]([C@H](SC2=C1C=C(C(=C2)F)C(NNC(C(C)(C)C)=O)=O)C)NC(OC(C)(C)C)=O)=O